C(C)(C)(C)OC(=O)C1(CCOCC1)C1=C(C(=C(C=C1)N)N)F 4-(3,4-diamino-2-fluorophenyl)tetrahydropyran-4-carboxylic acid tert-butyl ester